4-bromo-2-chloro-3-(hydroxymethyl)phenol BrC1=C(C(=C(C=C1)O)Cl)CO